3-[(3S)-1-[(2R)-2-(3-Fluorophenyl)-2-methyl-1H,2H,3H-pyrrolo[2,3-b]pyridine-5-carbonyl]pyrrolidin-3-yl]-1,3-oxazolidin-2-one FC=1C=C(C=CC1)[C@]1(CC=2C(=NC=C(C2)C(=O)N2C[C@H](CC2)N2C(OCC2)=O)N1)C